ClC[C@H](O)C1=NC=C(C=C1)C (R)-2-chloro-1-(5-methylpyridin-2-yl)ethan-1-ol